CC(C(O)O)C#CC(C)C 2,5-dimethylhexynediol